(R)-methyl-phenethylamine CNCCC1=CC=CC=C1